OC(C)(C)C=1C=C(OC1)C=1C(=CC(=NC1)NC(C)=O)NC1=NC(=CC(=C1)C)S(=O)(=O)C N-(5-(4-(2-hydroxypropan-2-yl)furan-2-yl)-4-((4-methyl-6-(methylsulfonyl)pyridin-2-yl)amino)pyridin-2-yl)acetamide